(R)-1-((7-Cyano-2-(3'-(2-(difluoromethyl)-7-((3-hydroxypyrrolidin-1-yl)methyl)pyrido[3,2-d]-pyrimidin-4-ylamino)-2,2'-dimethylbiphenyl-3-yl)benzo[d]oxazol-5-yl)methyl)piperidin C(#N)C1=CC(=CC=2N=C(OC21)C=2C(=C(C=CC2)C2=C(C(=CC=C2)NC=2C1=C(N=C(N2)C(F)F)C=C(C=N1)CN1C[C@@H](CC1)O)C)C)CN1CCCCC1